tert-butyl cis-3,4-bis(((methylsulfonyl)oxy)methyl)pyrrolidine-1-carboxylate CS(=O)(=O)OC[C@@H]1CN(C[C@@H]1COS(=O)(=O)C)C(=O)OC(C)(C)C